IMIDAZOL-1-YL-ACETIC ACID N1(C=NC=C1)CC(=O)O